FC1=CC=C(C(=N1)C)[C@@H](C=1N=NN(C1)CC1(CC1)C(F)(F)F)NC=1C=C2C(=C(C=NC2=C(C1)C#N)C#N)NCC(C)(C)C (S)-6-(((6-fluoro-2-methylpyridin-3-yl)(1-((1-(tri-fluoromethyl)cyclopropyl)meth-yl)-1H-1,2,3-triazol-4-yl)methyl)amino)-4-(neopentylamino)quinoline-3,8-dicarbonitrile